OCCCCN1CCC(CC1)(CC(OCCC(CCCCC)CCCCC)=O)CC(=O)OC(CCCCCCCC)CCCCCCCC heptadecan-9-yl 2-(1-(4-hydroxybutyl)-4-(2-oxo-2-((3-pentyloctyl)oxy)ethyl) piperidin-4-yl)acetate